3-aminopropyl-methylphosphonic acid NCCCCP(O)(O)=O